[Si](C)(C)(C(C)(C)C)OCCCC[C@@H](C)OC=1C(=NC=C(N1)C)Cl |r| (RS)-3-((6-((tert-butyldimethylsilyl)oxy)hexan-2-yl)oxy)-2-chloro-5-methylpyrazine